C1(CCCC1)N1C(C(=CC2=C1N=C(N=C2)NC2=CC(=CC=C2)C(=O)N2CCN(CC2)C)C#N)=O 8-cyclopentyl-2-((3-(4-methylpiperazine-1-carbonyl)phenyl)amino)-7-oxo-7,8-dihydropyrido[2,3-d]pyrimidine-6-carbonitrile